FC1=C(COC2=CC=C3C(=N2)C2=C(CN(CC2)CC2=NC4=C(N2C[C@H]2OCC2)C=C(C=C4)C(=O)O)COC3)C=CC(=C1)C1COC1 (S)-2-((2-((2-fluoro-4-(oxetan-3-yl)benzyl)oxy)-5,8,10,11-tetrahydro-oxepino[4,3-b:6,5-c']dipyridin-9(7H)-yl)methyl)-1-(oxetan-2-ylmethyl)-1H-benzo[d]imidazole-6-carboxylic acid